C[C@H]1[C@H]2[C@H](C[C@H]3[C@@H]4CC=C5C[C@H](CC[C@]5(C)[C@H]4CC[C@]23C)O)O[C@]12CC[C@@H](C)CO2 (3β,25R)-spirostan-5-ene-3-ol